FC1=C(C=C(C=C1)F)[C@@H](C)NC=1C2=C(N=C(N1)C)C=NC(=C2)N2C[C@@H](CC2)NC(C)=O |&1:8| N-[(3R)-1-(4-{[(1RS)-1-(2,5-difluorophenyl)ethyl]amino}-2-methylpyrido[3,4-d]pyrimidin-6-yl)pyrrolidin-3-yl]acetamide